2-(3-(2-(difluoromethoxy)ethyl)-2-oxoimidazolidin-1-yl)-4,6-bis(trifluoromethyl)phenyl (4-fluorophenyl)(methyl)carbamate FC1=CC=C(C=C1)N(C(OC1=C(C=C(C=C1C(F)(F)F)C(F)(F)F)N1C(N(CC1)CCOC(F)F)=O)=O)C